5-(4-((3-chlorophenyl)diphenylsilyl)phenyl)-2,3-diphenylpyrazine ClC=1C=C(C=CC1)[Si](C1=CC=C(C=C1)C=1N=C(C(=NC1)C1=CC=CC=C1)C1=CC=CC=C1)(C1=CC=CC=C1)C1=CC=CC=C1